(2-(difluoromethoxy)pyridin-4-yl)urea FC(OC1=NC=CC(=C1)NC(=O)N)F